CC(CCCCCCCCCCCCCC)=NO 2-hexadecanone oxime